[C@@H]1([C@H](O)[C@H](O)[C@@H](CO)O1)N1C(=O)N=C(N)C=N1 6-AZACYTIDINE